3-(5''-bromodispiro[cyclopropane-1,1'-cyclohexane-4',3''-indoline]-1''-carbonyl)-N-(3-methylenecyclobutyl)benzenesulfonamide BrC=1C=C2C3(CN(C2=CC1)C(=O)C=1C=C(C=CC1)S(=O)(=O)NC1CC(C1)=C)CCC1(CC3)CC1